2,2-diethoxy-N-tosylethanamine C(C)OC(CNS(=O)(=O)C1=CC=C(C)C=C1)OCC